FC1=C(C(=CC=C1)C)N1N=C2C(=CC1=O)NN=C2C2=CC=C(C=C2)N2CCN(CC2)C2COC2 5-(2-Fluoro-6-methylphenyl)-3-(4-(4-(oxetan-3-yl)piperazin-1-yl)phenyl)-1H-pyrazolo[4,3-c]pyridazin-6(5H)-on